N1(CCNCC1)C=1C=CC=NC1 5-(piperazin-1-yl)pyridin